C(C=C)N(C(C(=C)C)=O)CC=C N,N-diallyl-methacrylamide